BrC=1C(=NC(=NC1N)SC)N 5-bromo-2-(methylthio)pyrimidine-4,6-diamine